CC1(NC2=CC=CC=C2C1)C 2,2-Dimethylindoline